C(C)(C)N1CCN(CC1)C1=CC=C(C=C1)C=1C=C(C2=C(N(C=N2)C)C1)C1=CC=C(CN2CCN(CC2)CC(C)(O)C)C=C1 1-(4-(4-(6-(4-(4-isopropylpiperazin-1-yl)phenyl)-1-methyl-1H-benzo[d]imidazol-4-yl)benzyl)piperazin-1-yl)-2-methylpropan-2-ol